(3S)-6-chloro-5-(3-chloro-6-methoxy-2-pyridyl)-3-methyl-7-(trifluoromethyl)-1,3-dihydro-1,4-benzodiazepin-2-imine ClC1=C(C=CC2=C1C(=N[C@H](C(N2)=N)C)C2=NC(=CC=C2Cl)OC)C(F)(F)F